BrC1=CC=C(C=C1)NC(=O)NC1=CC=C(C=C1)NC1=NC=NC2=CC(=C(C=C12)OC)OC 1-(4-bromophenyl)-3-(4-((6,7-dimethoxyquinazolin-4-yl)amino)phenyl)urea